FC1=CC=C(C=C1)C=1CC2=CC(=CC=C2C1C=1N=CSC1C)OCCOC1=CC=C(C=C1)OC 2-(4-fluorophenyl)-6-(2-(4-methoxyphenoxy)ethoxy)-3-(5-methylthiazol-4-yl)-1H-indene